COC1=CC=C(C=C1)CNC(=O)C=1C=NC=NC1 N-[(4-methoxyphenyl)methyl]-pyrimidine-5-carboxamide